C(C)S(=O)(=O)C1=CC=C(C=C1)NC=1N=CC2=C(N1)N(C(C(=C2)C#C)=O)[C@H]2[C@](CCC2)(C)O 2-((4-(ethylsulfonyl)phenyl)amino)-6-ethynyl-8-((1r,2r)-2-hydroxy-2-methylcyclopentyl)pyrido[2,3-d]pyrimidin-7(8H)-one